C(C)(C)(C)OC(=O)C=1OC2=C(C1CBr)C=C(C=C2Br)Cl.BrC2=CC(=C(C=C2)Cl)CC2=CC=C(C=C2)OCCOC2CC2 4-bromo-1-chloro-2-(4-(2-cyclopropyloxyethoxy)benzyl)benzene tert-butyl-7-bromo-3-(bromomethyl)-5-chlorobenzofuran-2-carboxylate